BrC=1C=CC=C(C1NC)N 6-bromo-1-N-methylbenzene-1,2-diamine